5-((2-((3-((Methylsulfonyl)methyl)phenyl)amino)pyridin-4-yl)oxy)-4-phenylthiazol-2-amine CS(=O)(=O)CC=1C=C(C=CC1)NC1=NC=CC(=C1)OC1=C(N=C(S1)N)C1=CC=CC=C1